O=C1CN(CCN1)C(=O)N 3-oxopiperazine-1-carboxamide